OC1=CC=C2C(N[C@H](C2=C1)C1=C(NC2=CC=CC=C12)C=O)=O 3-((R)-6-Hydroxy-3-oxo-2,3-dihydro-1H-isoindol-1-yl)-1H-indole-2-carbaldehyde